5-(tert-butyl)-N-(4-(6-((3R,4S)-3,4-difluoropyrrolidin-1-yl)pyrrolo[2,1-f][1,2,4]triazin-4-yl)-2-methylbenzyl)-1,2,4-oxadiazole-3-carboxamide C(C)(C)(C)C1=NC(=NO1)C(=O)NCC1=C(C=C(C=C1)C1=NC=NN2C1=CC(=C2)N2C[C@H]([C@H](C2)F)F)C